CC1CN(C2=CC(=CC=C12)N1CCCC1)C(CCCCCC=1N=NNN1)=O 1-(3-methyl-6-(pyrrolidin-1-yl)indolin-1-yl)-6-(2H-tetrazol-5-yl)hexan-1-one